FC1=CC=C(OC(C(=O)N2C(CN(CC2)S(=O)(=O)C=2C=C(C(=O)O)C=CC2)C)(C)C)C=C1 3-((4-(2-(4-fluorophenoxy)-2-methylpropanoyl)-3-methylpiperazin-1-yl)sulfonyl)benzoic acid